C(C)C=1C(NC=2C=C(C=NC2C1)CN1C[C@@H]2N(C3=C(NC2)N=C(C=C3)C(=O)NC)CC1)=O |r| (±)-3-((7-Ethyl-6-oxo-5,6-dihydro-1,5-naphthyridin-3-yl)methyl)-N-methyl-2,3,4,4a,5,6-hexahydro-1H-pyrazino[1,2-a]pyrido[2,3-e]pyrazine-8-carboxamide